BrC1=C(C=C2N=C(C(N(C2=C1)C=1C(=NC=CC1)O)=O)Cl)C 7-Bromo-3-chloro-1-(2-hydroxypyridin-3-yl)-6-methylquinoxaline-2(1H)on